CC1=C(C=CC=C1)NC(N(C)C)=O 3-[2-methylphenyl]-1,1-dimethylurea